O1CC(C1)CCO 2-(oxetane-3-yl)ethanol